(4-((2-amino-4-(butylamino)-6-methylpyrimidin-5-yl)methyl)-3-methoxyphenyl)methanol NC1=NC(=C(C(=N1)NCCCC)CC1=C(C=C(C=C1)CO)OC)C